CCN\\1C2=CC=CC=C2O/C1=C/C=C/C=C/C=C/C3=[N+](C4=CC=CC=C4O3)CC The molecule is the cationic form of a C7 cyanine dye having 3-ethyl-1,3-benzoxazol-2(3H)-yl units at each end. It has a role as a fluorochrome. It is a member of 1,3-benzoxazoles, a cyanine dye and a benzoxazolium ion.